ClC=1N=C(C2=C(N1)COC2)OC2=C(C=CC(=C2)C#N)C2=CC(=CC(=C2)C)C ((2-chloro-5,7-dihydrofuro[3,4-d]pyrimidin-4-yl)oxy)-3',5'-dimethyl-[1,1'-biphenyl]-4-carbonitrile